1,3,5-tris(2,6-dimethyl-3-hydroxy-4-t-butylbenzyl)-1,3,5-triazine-2,4,6(1H,3H,5H)-trione CC1=C(CN2C(N(C(N(C2=O)CC2=C(C(=C(C=C2C)C(C)(C)C)O)C)=O)CC2=C(C(=C(C=C2C)C(C)(C)C)O)C)=O)C(=CC(=C1O)C(C)(C)C)C